C(C)OC(=O)C1CCN(CC1)CCN1CCC(CC1)C(=O)OCC.OC[C@@H](C1=CC=CC=C1)N1CCC(CC1)C=1C=C2CN(C(C2=CC1)=O)C1C(NC(CC1)=O)=O 3-(5-(1-((R)-2-hydroxy-1-phenylethyl)piperidin-4-yl)-1-oxoisoindolin-2-yl)piperidine-2,6-dione Diethyl-1,1'-(ethane-1,2-diyl)bis(piperidine-4-carboxylate)